C(CCC)OC1=NN2C(C(=N1)N)=NC=C2CC2=CC(=C(C=C2)OCCCN(C)C)F 2-butoxy-7-(4-(3-(dimethylamino)propoxy)-3-fluorobenzyl)imidazo[2,1-f][1,2,4]triazin-4-amine